(19R)-3-ethyl-16-fluoro-19-methyl-5,20-dioxa-4,8,9,11,23-pentaazapentacyclo[19.3.1.02,6.08,12.013,18]pentacosa-1(24),2(6),3,9,11,13,15,17,21(25),22-decaen-22-amine C(C)C=1C=2C3=CN=C(C(O[C@@H](C4=CC(=CC=C4C4=NC=NN4CC2ON1)F)C)=C3)N